O1CCOC12CCNCC2 8-aza-1,4-dioxaspiro[4.5]decane